(3R,5'S)-1'-((S)-2-(5-bromo-1-oxoisoindolin-2-yl)-4-methylpentanoyl)-2-oxospiro[indoline-3,3'-pyrrolidine]-5'-carbonitrile BrC=1C=C2CN(C(C2=CC1)=O)[C@H](C(=O)N1C[C@]2(C[C@H]1C#N)C(NC1=CC=CC=C12)=O)CC(C)C